7-bromo-4-fluoro-1-methyl-3-(2-trimethylsilylethoxymethyl)benzimidazol-2-one BrC1=CC=C(C2=C1N(C(N2COCC[Si](C)(C)C)=O)C)F